2-isopropyl-2-cyclohexyl-1,3-dimethoxypropane C(C)(C)C(COC)(COC)C1CCCCC1